ClC=1C(=NC(=NC1)N1CCC(CC1)C(=O)NC1=CC=C2C(=NN(C2=C1)C)C1C(NC(CC1)=O)=O)NC1=CC2=C(NC(N2CCC(=O)NC)=O)C=C1 1-[5-chloro-4-[[3-[3-(methylamino)-3-oxo-propyl]-2-oxo-1H-benzimidazol-5-yl]amino]pyrimidin-2-yl]-N-[3-(2,6-dioxo-3-piperidyl)-1-methyl-indazol-6-yl]piperidine-4-carboxamide